[N+](=O)([O-])C1=C2C=CN=CC2=CC=C1/C=C/C(=O)OCC Ethyl (E)-3-(5-nitro-6-isoquinolyl)prop-2-enoate